(4-aminomethyl-phenyl)-[6-(2,3-dihydro-benzo[1,4]dioxin-5-yl)-2-methoxy-pyridin-3-yl]-amine NCC1=CC=C(C=C1)NC=1C(=NC(=CC1)C1=CC=CC=2OCCOC21)OC